[Cl-].[Cl-].C1(=CC=CC=C1)[Si](=[Zr+2](C1(C(C(CC2C3C(C4C=5C=CC=CC5CC4=C21)CCCC3)C)(C)C)C)C3C=CC=C3)C3=CC=CC=C3 diphenylsilylene(cyclopentadienyl)(tetramethyldodecahydrodibenzofluorenyl)zirconium dichloride